6-(2-(1H-1,2,3-Triazol-5-yl)ethyl)-2-amino-7-oxo-6-phenyl-4,5,6,7-tetrahydrobenzo[b]thiophene-3-carboxylic acid N1N=NC=C1CCC1(CCC2=C(SC(=C2C(=O)O)N)C1=O)C1=CC=CC=C1